OC(CN(C1=CC=C(C=C1)C)CC(C)O)C N,N-di(β-hydroxypropyl)-p-toluidine